C(C1=CC=CC=C1)OC1=CC=C(C=C1)C[C@@H](CO)O[Si](C)(C)C(C)(C)C (S)-3-(4-(benzyloxy)phenyl)-2-((tert-butyldimethylsilyl)oxy)propan-1-ol